B(C1=CC2=C(N1)C=CC=C2OCC3=CC=CC=C3)(O)O 4-BENZYLOXY-1H-INDOLE-BORONIC ACID